BrC1=C(C=C(C=C1)S(=O)(=O)NC1CC2(C1)CCN(CC2)C2=CC=CC=1N(C(N(C12)C)=O)C1C(NC(CC1)=O)=O)C 4-bromo-N-(7-(1-(2,6-dioxopiperidin-3-yl)-3-methyl-2-oxo-2,3-dihydro-1H-benzo[d]imidazol-4-yl)-7-azaspiro[3.5]nonan-2-yl)-3-methylbenzenesulfonamide